(3-hydroxyphenazin-2-yl)oxylpropane OC=1C(=CC2=NC3=CC=CC=C3N=C2C1)OCCC